tert-butyl 4-{6-[6-(2-methoxypyrid-4-ylamino)-3-oxo-2-(prop-2-enyl)-1,2-dihydro-3H-1,2,5,7-tetraazainden-1-yl]pyrid-2-yloxy}piperidine-1-carboxylate COC1=NC=CC(=C1)NC1=NC=C2C(N(N(C2=N1)C1=CC=CC(=N1)OC1CCN(CC1)C(=O)OC(C)(C)C)CC=C)=O